2,3,4-TRIMETHYL-3-PENTANOL CC(C)C(C(C)C)(O)C